4-(3-benzyl-5-oxo-4,5-dihydro-1H-pyrazol-1-yl)-N-(3,5-difluorobenzyl)benzamide C(C1=CC=CC=C1)C1=NN(C(C1)=O)C1=CC=C(C(=O)NCC2=CC(=CC(=C2)F)F)C=C1